cis-(3aS,6aR)-5-(4-bromophenyl)-1,2,3,3a,4,6a-hexahydrocyclopenta[c]pyrrole BrC1=CC=C(C=C1)C=1C[C@H]2[C@H](CNC2)C1